N-(4-(4,4-difluoropiperidin-1-yl)phenyl)-4-((8-methyl-2,3-dihydro-1H-pyrido[2,3-b][1,4]oxazin-7-yl)amino)-2-oxo-1,2-dihydropyridine-3-carboxamide FC1(CCN(CC1)C1=CC=C(C=C1)NC(=O)C=1C(NC=CC1NC1=C(C2=C(OCCN2)N=C1)C)=O)F